C[C@H]1CC[C@H](CN1C(CC1=CC(=CC=C1)C=1C=NC=NC1)=O)C(=O)O (3R,6S)-6-methyl-1-(2-(3-(pyrimidin-5-yl)phenyl)acetyl)piperidine-3-carboxylic acid